(R)-N-(4-(4-(4-cyclopropylpiperazin-1-yl)piperidin-1-yl)-2-methoxyphenyl)-6-(3-(3,5-difluorophenyl)isoxazolidin-2-yl)pyrimidin-4-amine C1(CC1)N1CCN(CC1)C1CCN(CC1)C1=CC(=C(C=C1)NC1=NC=NC(=C1)N1OCC[C@@H]1C1=CC(=CC(=C1)F)F)OC